C1(CCCCC1)C(COCC)(COCCC)CCC(CC(C)C)(CC(C)C)Br 2-cyclohexyl-2-(3-bromo-3-isobutyl-5-methylhexyl)-1-ethoxy-3-propoxypropane